C(C)(C)N(CC=C)CCC1=C(NC2=CC=CC=C12)C N-isopropyl-N-(2-(2-methyl-1H-indol-3-yl)ethyl)prop-2-en-1-amine